C(CCCCCCCCCCCCCCCCC)OC(/C=C/C(=O)[O-])=O.[Na+].FC=1C=C(C=CC1)C(C(=O)NC=1SC=CN1)N1COC2=C(C1=O)C=C(C=C2)C2=CC=C(C=C2)C2CCN(CC2)C (3-fluorophenyl)-2-(6-(4-(1-methylpiperidin-4-yl)phenyl)-4-oxo-2H-benzo[e][1,3]oxazin-3(4H)-yl)-N-(thiazol-2-yl)acetamide sodium (E)-4-octadecoxy-4-oxobut-2-enoate